C(C)(=O)O[C@H]1[C@H](OC(C)=O)O[C@@H]([C@@H]([C@@H]1OCC1=CC=CC=C1)N=[N+]=[N-])COCC1=CC=CC=C1 O-Acetyl 2-O-acetyl-4-azido-4-deoxy-3,6-di-O-benzyl-β-D-galactopyranoside